ClC=1C=CC2=C(N=C(O2)C=2C(=C(C=CC2)NC(C2=C(C=C(C=C2)[N+](=O)[O-])C)=O)C)C1 N-(3-(5-chlorobenzo[d]oxazol-2-yl)-2-methylphenyl)-2-methyl-4-nitrobenzamide